[C@@]12(C(=O)CC(CC1)C2(C)C)CS(=O)(=O)O R-Camphorsulfonic acid